CC(C)(C)OC(=O)C1C(C2=CC=CC=C2C1)=O 2,3-dihydro-1-oxo-1H-indene-2-carboxylic acid 1,1-dimethylethyl ester